(S)-4-amino-N-(5-(2-(2-aminopyridin-3-yl)-5-(1H-pyrazol-1-yl)-3H-imidazo[4,5-b]pyridin-3-yl)-2,3-dihydro-1H-inden-1-yl)-6-methylnicotinamide NC1=CC(=NC=C1C(=O)N[C@H]1CCC2=CC(=CC=C12)N1C(=NC=2C1=NC(=CC2)N2N=CC=C2)C=2C(=NC=CC2)N)C